ClC=1N=C(SC1N)C=1C=NN(C1)C(F)F 4-chloro-2-(1-(difluoromethyl)-1H-pyrazol-4-yl)thiazol-5-amine